(+/-)-4-[4-(2-amino-6-methyl-pyrimidin-4-yl)-1,4-oxazepan-3-yl]-3-chloro-N-ethyl-benzamide NC1=NC(=CC(=N1)N1[C@@H](COCCC1)C1=C(C=C(C(=O)NCC)C=C1)Cl)C |r|